1-(7-(1-benzyl-1,2,3,6-tetrahydropyridin-4-yl)imidazo[1,2-a]pyridin-3-yl)-pyrimidine-2,4(1H,3H)-dione C(C1=CC=CC=C1)N1CCC(=CC1)C1=CC=2N(C=C1)C(=CN2)N2C(NC(C=C2)=O)=O